3-(chloromethyl)-2-(3,3-difluoroazetidin-1-yl)-4-methylpyridine ClCC=1C(=NC=CC1C)N1CC(C1)(F)F